2-Methylthioxanthene CC1=CC=2CC3=CC=CC=C3SC2C=C1